(3-Isopropyl-2-methyl-imidazol-4-yl)pyrimidin C(C)(C)N1C(=NC=C1C1=NC=CC=N1)C